tert-butyl 2-(1-(4-(5-(difluoromethyl)-1,3,4-oxadiazol-2-yl)-2-fluorobenzyl)-1H-1,2,3-triazol-4-yl)-4,7-dihydrothieno[2,3-c]pyridin-6(5H)-carboxylate FC(C1=NN=C(O1)C1=CC(=C(CN2N=NC(=C2)C2=CC3=C(CN(CC3)C(=O)OC(C)(C)C)S2)C=C1)F)F